COCC(CN1C(=NC2=NC=CC(=C21)NC)N)(C)C (3-methoxy-2,2-dimethylpropyl)-N7-methyl-1H-imidazo[4,5-b]pyridine-2,7-diamine